N-(1-(nitrilomethyl)-5-(methoxymethyl)-1H-1,2,4-triazol-3-yl)-4-(5-(3,5-dichlorophenyl)-5-(trifluoromethyl)-4,5-dihydroisoxazol-3-yl)-2-methylbenzamide N#CN1N=C(N=C1COC)NC(C1=C(C=C(C=C1)C1=NOC(C1)(C(F)(F)F)C1=CC(=CC(=C1)Cl)Cl)C)=O